(R)-Methyl 2-chloropropanoate Cl[C@@H](C(=O)OC)C